CC(C(=O)N1OCC[C@H]1C=1C=CC(=C(C#N)C1)F)(C)C 5-[(3S)-2-(2,2-dimethylpropionyl)-1,2-oxazolidin-3-yl]-2-fluorobenzonitrile